FC(C1=C(C=CC(=C1)C(F)(F)F)CC(=O)N(CC=1OC(=NN1)C1=NC=C(C=N1)C1COCCC1)C1=CC=C(C=C1)F)(F)F 2-(2,4-bis(trifluoromethyl)phenyl)-N-(4-fluorophenyl)-N-((5-(5-(tetrahydro-2H-pyran-3-yl)pyrimidin-2-yl)-1,3,4-oxadiazol-2-yl)methyl)acetamide